3-[4-(2,6-diazaspiro[3.3]hept-2-yl)phenyl]piperidine-2,6-dione C1N(CC12CNC2)C2=CC=C(C=C2)C2C(NC(CC2)=O)=O